2-(2,2,7-Tri-fluoro-3-oxo-4-prop-2-ynyl-3,4-dihydro-2H-benzo[1,4]oxazin-6-yl)-4,5,6,7-tetrahydro-isoindole-1,3-dione FC1(OC2=C(N(C1=O)CC#C)C=C(C(=C2)F)N2C(C=1CCCCC1C2=O)=O)F